fluorenyl-benzene azabicyclo-[3.2.0]heptan-2-carboxylat N12C(CCC2CC1)C(=O)O.C1(=CC=CC=2C3=CC=CC=C3CC12)C1=CC=CC=C1